vinyl-trimethylaluminum C(=C)C[Al](C)C